ClC1=C(C=C(C=C1)F)C1NC(C2=C3C(=CC(=C12)NC(C1=CC(=CC(=C1)C(F)(F)F)F)=O)NS(CO3)(=O)=O)=O N-(7-(2-chloro-5-fluorophenyl)-3,3-dioxido-9-oxo-4,7,8,9-tetrahydro-2H-[1,3,4]oxathiazino[6,5-e]isoindol-6-yl)-3-fluoro-5-(trifluoromethyl)benzamide